tert-butyl (Z)-(4-(3-(3-(2-isopropyl-5-methylphenyl)-4-oxothiazolidin-2-ylidene)ureido)phenethyl)carbamate C(C)(C)C1=C(C=C(C=C1)C)N1/C(/SCC1=O)=N/C(NC1=CC=C(CCNC(OC(C)(C)C)=O)C=C1)=O